4-[[3-[4-[4-(2-aminoethoxy)but-2-ynoxy]-2,3-difluoro-phenyl]imidazo[1,2-a]pyrazin-8-yl]amino]-N-(3-aminopropyl)-2-ethyl-benzamide NCCOCC#CCOC1=C(C(=C(C=C1)C1=CN=C2N1C=CN=C2NC2=CC(=C(C(=O)NCCCN)C=C2)CC)F)F